octadecatriene phosphate P(=O)(O)(O)O.C=CC=CC=CCCCCCCCCCCCC